tert-butyl (2-(3-((cis-4-((3-methoxy-4-methylphenyl)carbamoyl)cyclohexyl)amino)-2-nitrophenoxy)ethyl)(methyl)carbamate COC=1C=C(C=CC1C)NC(=O)[C@H]1CC[C@H](CC1)NC=1C(=C(OCCN(C(OC(C)(C)C)=O)C)C=CC1)[N+](=O)[O-]